FC=1C=C(C(=O)NCC2CCC(CC2)C2=NOC(=N2)C2=NN3C(C=CC=C3)=C2)C=C(C1O)F 3,5-difluoro-4-hydroxy-N-({(1r,4r)-4-[5-(pyrazolo[1,5-a]pyridin-2-yl)-1,2,4-oxadiazol-3-yl]cyclohexyl}methyl)benzamide